5-(4,4,5,5-tetramethyl-1,3,2-dioxaborolan-2-yl)-2H-indazole CC1(OB(OC1(C)C)C1=CC2=CNN=C2C=C1)C